(S)-tert-butyl 4-(5-(9-chloro-3-isopropyl-10-oxo-10H-chromeno[3,2-b]pyridin-4-yl)pyridin-2-yl)-2-methylpiperazine-1-carboxylate ClC=1C=2C(C3=NC=C(C(=C3OC2C=CC1)C=1C=CC(=NC1)N1C[C@@H](N(CC1)C(=O)OC(C)(C)C)C)C(C)C)=O